CC1(C(O1)C#N)C1=CC=CC=C1 3-Methyl-3-phenyloxirane-2-carbonitrile